5-(methyl)-1,3-bis(3,5-dicarboxyphenyl)benzene [(6Z)-4-amino-6-methoxyimino-5,5-dimethyl-benzo[h]quinazolin-8-yl]trifluoromethanesulfonate NC1=NC=NC=2C3=C(\C(\C(C12)(C)C)=N/OC)C=C(C=C3)OS(=O)(=O)C(F)(F)F.CC=3C=C(C=C(C3)C3=CC(=CC(=C3)C(=O)O)C(=O)O)C3=CC(=CC(=C3)C(=O)O)C(=O)O